3-((4-(3-Bromophenyl)-4-(2-(5-((4-(1,2-dihydroxyethyl)-6-fluoro-1-tosyl-1H-indol-5-yl)oxy)-2-fluorophenyl)-1H-imidazol-5-yl)pentyl)oxy)-2,2-dimethylpropanoic acid BrC=1C=C(C=CC1)C(CCCOCC(C(=O)O)(C)C)(C)C1=CN=C(N1)C1=C(C=CC(=C1)OC=1C(=C2C=CN(C2=CC1F)S(=O)(=O)C1=CC=C(C)C=C1)C(CO)O)F